methyl 4-(2,2-dimethylpent-4-ynyloxy)-2-methyl-benzoate CC(COC1=CC(=C(C(=O)OC)C=C1)C)(CC#C)C